(8R)-5-azaspiro[2.5]octan-8-yl-[(3S)-3-pyrazin-2-ylisoxazolidin-2-yl]methanone C1CC12CNCC[C@H]2C(=O)N2OCC[C@H]2C2=NC=CN=C2